C(C)OC1=CC2=C(N(C=N2)C2=CC=C(N)C=C2)C=C1 4-(5-ethoxy-benzoimidazol-1-yl)-aniline